((e)-2-((1,1,1-trifluoropropan-2-yl)oxy)ethylidene)propane-2-sulfinamide FC(C(C)OC\C=C\C(C)S(=O)N)(F)F